4-(Butyl-4-d)pyridine 5,6-dihydroxyhexane-2-yl-acrylate OC(CCC(C)OC(C=C)=O)CO.C(CCC[2H])C1=CC=NC=C1